2-methyl-6-(2-{[(4-methyl-1H-imidazol-5-yl)methyl]sulfanyl}ethyl)-2H,6H,7H-pyrazolo[4,3-d]pyrimidin-7-one CN1N=C2C(N=CN(C2=O)CCSCC2=C(N=CN2)C)=C1